N1=C(C=CC=C1)NCCCO 3-(pyridin-2-ylamino)propan-1-ol